C(C1=CC=CC=C1)OC=1C=C(C(=C(C1)F)Br)F 5-(benzyloxy)-2-bromo-1,3-difluorobenzene